2-methoxy-5-(1-methoxycyclopentyl)benzenesulfonamide COC1=C(C=C(C=C1)C1(CCCC1)OC)S(=O)(=O)N